ClC1=CC=C(C=C1)C1CCC(CC1)C1=CC(=C(N)C=C1F)OC 4-(4-(4-Chlorophenyl)cyclohexyl)-5-fluoro-2-methoxyaniline